5-chloro-1-(2-methoxyethyl)-1H-pyrazol-4-amine ClC1=C(C=NN1CCOC)N